2,2,3,3-tetrafluoropropanoic Acid FC(C(=O)O)(C(F)F)F